C(C1=CC=CC=C1)OC(=O)N[C@H](C=1N=C2N(N=C(C(=N2)N2CCOCC2)C(=O)OCC)C1)C1CCC(CC1)C ethyl 6-((S)-(((benzyloxy)carbonyl)amino)((1R,4S)-4-methylcyclohexyl)methyl)-3-morpholinoimidazo[1,2-b][1,2,4]triazine-2-carboxylate